COC(C[C@@H](CN)O)=O (S)-4-amino-3-hydroxybutyric acid methyl ester